C(C)(C)(C)[C@@H]1CC=2C=C3C(=NC2CC1)SC(=N3)C(=O)N[C@H](CC[NH+]3CCC(CC3)O)C3=CC=C(C=C3)C=3N=NC(=CC3)O (7S)-7-tert-butyl-N-[(1R)-3-(4-hydroxypiperidin-1-ium-1-yl)-1-[4-(6-hydroxypyridazin-3-yl)phenyl]propyl]-5,6,7,8-tetrahydrothiazolo[5,4-b]quinoline-2-carboxamide